Cl.NC1CCN(CC1)C1=C(C(=C(C(=N1)S[C@@H](C(=O)N)C1=CC=CC=C1)C#N)CC)C#N (R)-2-((6-(4-aminopiperidin-1-yl)-3,5-dicyano-4-ethylpyridin-2-yl)sulfanyl)-2-phenylacetamide, hydrochloride